5-[3-(dimethoxymethyl)azetidin-1-yl]-N-methyl-2-nitro-aniline COC(C1CN(C1)C=1C=CC(=C(NC)C1)[N+](=O)[O-])OC